1,4-dichloro-2-fluoro-5-nitrobenzene ClC1=C(C=C(C(=C1)[N+](=O)[O-])Cl)F